C1,1'-bis(diphenylphosphino)ferrocene palladium (II) dichloride [Pd](Cl)Cl.C1(=CC=CC=C1)P([C-]1C=CC=C1)C1=CC=CC=C1.[C-]1(C=CC=C1)P(C1=CC=CC=C1)C1=CC=CC=C1.[Fe+2]